1-(4-(1H-pyrazol-4-yl)phenyl)-N-(benzofuran-5-yl)piperidine-4-carboxamide N1N=CC(=C1)C1=CC=C(C=C1)N1CCC(CC1)C(=O)NC=1C=CC2=C(C=CO2)C1